5-(8-fluoro-6-hydroxy-1,2,3,4-tetrahydroisoquinolin-7-yl)-1,2,5-thiadiazolidin-3-one 1,1-dioxide FC=1C(=C(C=C2CCNCC12)O)N1CC(NS1(=O)=O)=O